CN(C(C1=CC=CC=C1)=O)[C@@H]1CC[C@H](CC1)CS(NC)(=O)=O trans-N-methyl-N-(4-methylsulfamoylmethyl-cyclohexyl)-benzamide